2,6-bis(3-sulfanyl-propionamido)caproamide formate C(=O)O.SCCC(=O)NC(C(=O)N)CCCCNC(CCS)=O